BrC=1C=CC=2C3=C(C(NC2C1)=O)C=CN3 7-bromo-1,5-dihydro-4H-pyrrolo[3,2-c]quinolin-4-one